3-(4-ethoxypyridin-3-yl)-2-(5-methoxy-1H-indol-3-yl)-acrylonitrile C(C)OC1=C(C=NC=C1)C=C(C#N)C1=CNC2=CC=C(C=C12)OC